NC1=NC=C(C=C1O[C@H](C)C=1C=C(C=CC1)NC(C1=CC=C(C=C1)CN1CCN(CC1)C)=O)Cl (R)-N-(3-(1-((2-amino-5-chloropyridin-3-yl)oxy)ethyl)-phenyl)-4-((4-methylpiperazin-1-yl)methyl)benzamide